N\C(=C/C(=O)OC1CCCCC1)\C Cyclohexyl (Z)-3-aminobut-2-enoate